BrC1=CC=C(C2=C1C=C(O2)C(=O)OCC)F ethyl 4-bromo-7-fluoro-benzofuran-2-carboxylate